BrC=1C=C2C(=CC(=NC2=C(C1)F)C1CC1)N(C=1SC(=C(N1)C=1C=NC(=CC1)C)C#N)CC 2-((6-bromo-2-cyclopropyl-8-fluoroquinolin-4-yl)(ethyl)amino)-4-(6-methylpyridin-3-yl)thiazole-5-carbonitrile